4-(2-fluoro-6-methoxyphenyl)-N-(5-((5-(methoxymethyl)pyridin-2-yl)methoxy)-1,3,4-thiadiazol-2-yl)-6-methylnicotinamide FC1=C(C(=CC=C1)OC)C1=CC(=NC=C1C(=O)NC=1SC(=NN1)OCC1=NC=C(C=C1)COC)C